C[C@H]1N(CCOC1)C(=N)N (R)-3-methylmorpholine-4-formamidine